methacryloyl-(trimethylsiloxy)silane C(C(=C)C)(=O)[SiH2]O[Si](C)(C)C